[Cl-].C(CCC)N1C=NC=C1 1-butyl-imidazole chloride salt